C(=O)(O)SC(=O)O dicarboxyl thioether